N-[5-(3-chloro-4-morpholin-4-ylphenyl)-4-fluoro-2-[rac-(3R,5S)-3,4,5-trimethylpiperazin-1-yl]phenyl]-6-oxo-4-(trifluoromethyl)-1H-pyridine-3-carboxamide ClC=1C=C(C=CC1N1CCOCC1)C=1C(=CC(=C(C1)NC(=O)C1=CNC(C=C1C(F)(F)F)=O)N1C[C@H](N([C@H](C1)C)C)C)F |r|